CC=1C=C(OC1C(NC)=O)CCC(=O)O 3-[4-Methyl-5-(methylcarbamoyl)furan-2-yl]propanoic acid